tert-butyl (R)-3-(methoxymethyl)-4-(pyrimidin-2-yl)piperazine-1-carboxylate COC[C@H]1CN(CCN1C1=NC=CC=N1)C(=O)OC(C)(C)C